C(C=C)(=O)N1CC(N(CC1)C1=CC(N(C(=C1)F)C1=C(C=CC=C1S(=O)(=O)C)C(C)C)=O)C 4-(4-propenoyl-2-methylpiperazin-1-yl)-6-fluoro-1-(2-isopropyl-6-(methylsulfonyl)phenyl)-2-oxo-1,2-dihydropyridin